[Si](C1=CC=CC=C1)(C1=CC=CC=C1)(C(C)(C)C)OC(C(=O)OCCCCCC(OC(CCCCCC)CCCCCCCC)=O)CC(=O)OCCCCCC(OC(CCCCCC)CCCCCCCC)=O bis(6-oxo-6-(pentadecan-7-yloxy)hexyl) 2-((tert-butyldiphenylsilyl)oxy)-succinate